ClC1=CC=C(C(=N1)C(=O)N)O[C@H](C)C=1C=C(C=C2C(C(=C(OC12)C1=CC2=CN(N=C2C=C1)CF)C)=O)C 6-Chloro-3-[(1R)-1-[2-[2-(fluoromethyl)indazol-5-yl]-3,6-dimethyl-4-oxo-chromen-8-yl]ethoxy]pyridine-2-carboxamide